5-Bromo-7-chloro-1-(4-(trifluoromethyl)phenyl)-1H-indole BrC=1C=C2C=CN(C2=C(C1)Cl)C1=CC=C(C=C1)C(F)(F)F